N-(2,2-dimethyl-6-(4-(2-oxo-2-(((tetrahydrofuran-2-yl)methyl)amino)ethyl)piperazin-1-yl)-2,3-dihydrobenzofuran-5-yl)pyrazolo[1,5-a]pyrimidine-3-carboxamide CC1(OC2=C(C1)C=C(C(=C2)N2CCN(CC2)CC(NCC2OCCC2)=O)NC(=O)C=2C=NN1C2N=CC=C1)C